2-(3-methylbenzyl)-6-(methylcarbamoyl)isonicotinic acid CC=1C=C(CC=2C=C(C(=O)O)C=C(N2)C(NC)=O)C=CC1